(S)-4-(2-((1-(4-bromophenyl)-2,2,2-trifluoroethyl)amino)ethyl)tetrahydro-2H-thiopyran-4-carboxylic acid 1,1-dioxide BrC1=CC=C(C=C1)[C@@H](C(F)(F)F)NCCC1(CCS(CC1)(=O)=O)C(=O)O